phenylmethyldimethoxysilane C1(=CC=CC=C1)C[SiH](OC)OC